C(C)(C)N1C(N(CC1)CC1OC1)=O 1-isopropyl-3-(oxiran-2-ylmethyl)imidazolidin-2-one